tert-butyl (2-(2,6-dioxopiperidin-3-yl)-1-oxoisoindoline-5-carbonyl)-D-prolinate O=C1NC(CCC1N1C(C2=CC=C(C=C2C1)C(=O)N1[C@H](CCC1)C(=O)OC(C)(C)C)=O)=O